BrC1=CC(=NC=C1)OCCOC 4-bromo-2-(2-methoxyethoxy)pyridine